C(C(=C)C)(=O)OCCC1=C(C=CC=C1)C 2-(2-methyl-phenyl)ethyl methacrylate